NC1=NNC2=CC=CC(=C12)C=1C=C2C=CC=C(C2=CC1)C(=O)NC1=C(C=C(C=C1)F)F 6-(3-amino-1H-indazol-4-yl)-N-(2,4-difluorophenyl)-1-naphthalenecarboxamide